2-(isobutylsulfonyl)phenol C(C(C)C)S(=O)(=O)C1=C(C=CC=C1)O